1H-Benzo[f]isoindole-1,3(2H)-dione C1(NC(C=2C=C3C(=CC12)C=CC=C3)=O)=O